2-(5-amino-2-(furan-2-yl)-7H-pyrazolo[4,3-e][1,2,4]triazolo[1,5-c]pyrimidin-7-yl)-N,2-diphenylacetamide NC1=NC2=C(C=3N1N=C(N3)C=3OC=CC3)C=NN2C(C(=O)NC2=CC=CC=C2)C2=CC=CC=C2